ClC=1C=C(C=CC1Cl)C(=O)N1[C@@H](C=2N(CC1)C(=NN2)C=2SC1=C(N2)C=CS1)C (R)-(3,4-Dichlorophenyl)(8-methyl-3-(thieno[3,2-d]thiazol-2-yl)-5,6-dihydro-[1,2,4]Triazolo[4,3-a]pyrazin-7(8H)-yl)methanone